(R)-4'-(5-(3-hydroxy-1-methyl-2-oxopyrrolidin-3-yl)isoxazol-3-yl)-4-methoxy-[2,2'-bipyridine]-6-carboxamide O[C@@]1(C(N(CC1)C)=O)C1=CC(=NO1)C1=CC(=NC=C1)C1=NC(=CC(=C1)OC)C(=O)N